CC1(OCC(N1C(=O)OC(C)(C)C)(C(=O)O)C)C 2,2,4-trimethyl-3-[[(2-methylprop-2-yl)oxy]carbonyl]-1,3-oxazolidine-4-carboxylic acid